C1(CC1)CS(=O)(=NCC1=CC=C(C=C1)C1=NOC(=N1)C(F)(F)F)C (cyclopropylmethyl)(methyl)((4-(5-(trifluoromethyl)-1,2,4-oxadiazol-3-yl)benzyl)imino)-λ6-sulfanone